COC(=O)C=1N=C(N(C(C1OC)=O)C)C(C(C1=C(C=CC=C1)C(F)(F)F)C1=CC=CC=C1)C 5-methoxy-1-methyl-6-oxo-2-(1-phenyl-1-(2-(trifluoromethyl)phenyl)propan-2-yl)-1,6-dihydropyrimidine-4-carboxylic acid methyl ester